Methyl 4-{[cis-3-[(4-chlorophenyl)sulfonyl]-3-(2,5-difluorophenyl)cyclobutyl] [(trifluoro-methyl)sulfonyl]amino}butanoate ClC1=CC=C(C=C1)S(=O)(=O)C1(CC(C1)N(CCCC(=O)OC)S(=O)(=O)C(F)(F)F)C1=C(C=CC(=C1)F)F